(1R,2S,3R,5R)-3-{4-amino-5-bromopyrrolo[2,3-d]pyrimidin-7-yl}-5-{[3-({[2-(4-fluorophenyl)ethyl]amino}methyl)azetidin-1-yl]methyl}cyclopentane-1,2-diol NC=1C2=C(N=CN1)N(C=C2Br)[C@H]2[C@@H]([C@@H]([C@H](C2)CN2CC(C2)CNCCC2=CC=C(C=C2)F)O)O